FC(S(=O)(=O)[C+](S(=O)(=O)C(F)(F)F)S(=O)(=O)C(F)(F)F)(F)F tris(trifluoromethanesulfonyl)methylium